(R)-1-(5-(5-(difluoromethoxy)-6-methoxypyridin-3-yl)pyrazolo[1,5-A]pyridin-2-yl)-3-(1-hydroxypropan-2-yl)urea FC(OC=1C=C(C=NC1OC)C1=CC=2N(C=C1)N=C(C2)NC(=O)N[C@@H](CO)C)F